di-n-propyl (2,6-dimethylphenylmethylene)malonate CC1=C(C(=CC=C1)C)C=C(C(=O)OCCC)C(=O)OCCC